6-Chloro-2-[4-(4-ethylpiperazin-1-yl)phenyl]-N-(1-ethylpiperidin-4-yl)-3H-imidazo[4,5-b]pyridin-7-amine ClC=1C(=C2C(=NC1)NC(=N2)C2=CC=C(C=C2)N2CCN(CC2)CC)NC2CCN(CC2)CC